1-(4-fluorophenyl)-3-isopropyl-6-oxo-1,6-dihydropyridine-2,5-dicarboxylic acid diethyl ester C(C)OC(=O)C=1N(C(C(=CC1C(C)C)C(=O)OCC)=O)C1=CC=C(C=C1)F